5-(4,4,5,5-tetramethyl-1,3,2-dioxaborolan-2-yl)pyrimidine CC1(OB(OC1(C)C)C=1C=NC=NC1)C